C(C1=CC=CC=C1)N1[C@@H]2CC[C@H]([C@H](C1)Cl)C2 (1R,4R,5S)-2-benzyl-4-chloro-2-azabicyclo[3.2.1]octane